C(#N)/C(/C(=O)NC1=CC=C(C=C1)C1=CC=CC=C1)=C(\C=1C=NOC1C)/O (Z)-2-cyano-3-hydroxy-3-(5-methylisoxazol-4-yl)-N-(4-phenylphenyl)-prop-2-enamide